N-(3-cyano-5-(trifluoromethyl)phenyl)-6-(pyrimidin-5-ylmethyl)-4,5,6,7-tetrahydrothieno[2,3-c]pyridine-3-carboxamide C(#N)C=1C=C(C=C(C1)C(F)(F)F)NC(=O)C1=CSC=2CN(CCC21)CC=2C=NC=NC2